C(C)(C)(C)OOC1(CCCCC1)OOC(C)(C)C 1,1-bis(t-butyl-peroxy)cyclohexane